FC(C1=NN=C(S1)C1=CN=C2N1C=C(C=C2N2CC1(C2)CC(C1)O)S(=O)(=O)NC1(CC1)C)F 3-(5-(difluoromethyl)-1,3,4-thiadiazol-2-yl)-8-(6-hydroxy-2-azaspiro[3.3]heptan-2-yl)-N-(1-methylcyclopropyl)imidazo[1,2-a]pyridine-6-sulfonamide